o-tolyl-trichlorosilane C1(=C(C=CC=C1)[Si](Cl)(Cl)Cl)C